2-((5-cyclopropylpyrimidin-2-yl)amino)-4-((2-methoxypropyl)(4-(5,6,7,8-tetrahydro-1,8-naphthyridin-2-yl)butyl)amino)butanoic acid C1(CC1)C=1C=NC(=NC1)NC(C(=O)O)CCN(CCCCC1=NC=2NCCCC2C=C1)CC(C)OC